CC(\C=C\C=CCC)=O (E)-3,5-Octadien-2-one